C(CCC)OC=CCC(F)(F)F 4-butoxy-1,1,1-trifluoro-3-butene